4-[3-(trifluoromethyl)-5,6-dihydro[1,2,4]triazolo[4,3-a]pyrazin-7(8H)-yl]-1-(2,4,5-trifluorophenyl)butan-2-one FC(C1=NN=C2N1CCN(C2)CCC(CC2=C(C=C(C(=C2)F)F)F)=O)(F)F